CN(C)CC=1C=CC2=C(N=C(O2)NC=2OC3=C(N2)C(=C(C=C3)F)C)C1 N-(5-((dimethylamino)methyl)benzo[d]oxazol-2-yl)-5-fluoro-4-methylbenzo[d]oxazol-2-amine